N1=COCC2=C1C=CC=C2 4H-3,1-benzoxazine